C1(CCCCC1)N(C(CC(C(=O)OCC1=CC=CC=C1)C)CC1=CC=CC=C1)C(=O)OCC benzyl 4-(cyclohexyl(ethoxycarbonyl)amino)-2-methyl-5-phenylpentanoate